FC1=C(C=C(C(=C1)OC)F)N1N=NC(=C1)CO [1-(2,5-difluoro-4-methoxy-phenyl)-1H-[1,2,3]Triazol-4-yl]Methanol